Oleoylcarnitine CCCCCCCC/C=C\CCCCCCCC(=O)OC(CC(=O)[O-])C[N+](C)(C)C